tert-butyl N-[1-[[4-[2-(2-amino-3-pyridyl)-5-phenyl-imidazo[4,5-b]pyridin-3-yl]phenyl]methyl]-4-piperidyl]-N-methyl-carbamate NC1=NC=CC=C1C1=NC=2C(=NC(=CC2)C2=CC=CC=C2)N1C1=CC=C(C=C1)CN1CCC(CC1)N(C(OC(C)(C)C)=O)C